C(C)P(CC)(CC)CC1=CC(=CC=C1)CP(CC)(CC)CC 1,3-bis((triethylphosphaneyl)methyl)benzene